methyl 1-(4-(1-(tert-butoxycarbonyl) azetidin-3-yl)-2,6-dimethylbenzyl)-3-methylpiperidine-4-carboxylate C(C)(C)(C)OC(=O)N1CC(C1)C1=CC(=C(CN2CC(C(CC2)C(=O)OC)C)C(=C1)C)C